C12C3CCCCC3CC(CCC1)C2 tricyclo[7.3.1.02,7]tridecane